(R)-N-((4-(cyclopropanesulfonamido)pyridin-2-yl)(tetrahydro-2H-pyran-4-yl)methyl)-5-(6-ethoxypyrazin-2-yl)thiazole-2-carboxamide C1(CC1)S(=O)(=O)NC1=CC(=NC=C1)[C@H](NC(=O)C=1SC(=CN1)C1=NC(=CN=C1)OCC)C1CCOCC1